C(C)(C)(C)C=1OC(=NN1)C1=CC=C(C=C1)C(F)(F)F 2-tert-butyl-5-(4-trifluoromethylphenyl)-1,3,4-oxadiazole